(2S,3S)-2,3-DIMETHYLPENT-4-ENE-1-SULFONAMIDE C[C@H](CS(=O)(=O)N)[C@H](C=C)C